5-chloro-4-(8-fluoroquinolin-6-yl)-N-(1-(methylsulfonyl)piperidin-4-yl)pyrimidin-2-amine hydrochloride Cl.ClC=1C(=NC(=NC1)NC1CCN(CC1)S(=O)(=O)C)C=1C=C2C=CC=NC2=C(C1)F